N-(4-(5-(2-(3,3-difluoropyrrolidin-1-yl)-6-methylpyrimidin-4-yl)-1,3,4-thiadiazol-2-yl)-3-(6-Azaspiro[2.5]octane-6-yl)phenyl)-2-hydroxyethane-1-sulfonamide FC1(CN(CC1)C1=NC(=CC(=N1)C1=NN=C(S1)C1=C(C=C(C=C1)NS(=O)(=O)CCO)N1CCC2(CC2)CC1)C)F